C(OCCOOC(C)(C)CC)([O-])=O t-pentylperoxyethyl monocarbonate